C(C)(C)(C)OC(=O)N1CCC(CC1)C(C)(C)N1CCN(CC1)C(=O)OCC1=CC=CC=C1 benzyl 4-[2-[1-(tert-butoxycarbonyl)piperidin-4-yl]propan-2-yl]piperazine-1-carboxylate